COC1=CC=C(NC2=NC(=NC(=N2)Cl)Cl)C=C1 2-(4-methoxyanilino)-4,6-dichloro-1,3,5-triazine